The molecule is an aspartate(2-) that is the conjugate base of L-aspartate(1-). It has a role as a fundamental metabolite. It is an aspartate(2-) and a L-alpha-amino acid anion. It is a conjugate base of a L-aspartate(1-). It is an enantiomer of a D-aspartate(2-). C([C@@H](C(=O)[O-])N)C(=O)[O-]